tert-butyl 2-(2-aminoethyl)-1H-indole-1-carboxylate NCCC=1N(C2=CC=CC=C2C1)C(=O)OC(C)(C)C